N-(β-D-glucopyranosyl)octanoyl-amide [C@@H]1([C@H](O)[C@@H](O)[C@H](O)[C@H](O1)CO)CCCCCCCC(=O)[NH-]